cyclobut-2-en-1-amine trifluoroacetate salt FC(C(=O)O)(F)F.C1(C=CC1)N